tert-butyl N-[2-[[3-[[4-[4-(3,5-dichlorophenyl)piperazin-1-yl]sulfonylphenyl]carbamoyl]-4-[methyl(methylsulfonyl)amino]phenyl]methylamino]-2-oxo-ethyl]carbamate ClC=1C=C(C=C(C1)Cl)N1CCN(CC1)S(=O)(=O)C1=CC=C(C=C1)NC(=O)C=1C=C(C=CC1N(S(=O)(=O)C)C)CNC(CNC(OC(C)(C)C)=O)=O